COC1=C(C2=CC=CC=C2C=C1)CN1C(CC(NC2=C1C=CC=C2)C)=O 1-[(2-methoxynaphthalen-1-yl)methyl]-4-methyl-2-oxo-2,3,4,5-tetrahydro-1H-1,5-benzodiazepine